N1(CCC1)CC1=C(CNC2=CC(=C(C(=C2)F)S(=O)(=O)N(C(OC(C)(C)C)=O)C=2N=CSC2)F)C(=CC=C1)Cl tert-butyl ((4-((2-(azetidin-1-ylmethyl)-6-chlorobenzyl)amino)-2,6-difluorophenyl)sulfonyl)(thiazol-4-yl)carbamate